FC(CNC(CC1N(C(CC1)=O)CC1=CC=C(C=C1)C)=O)F N-(2,2-difluoroethyl)-2-[1-[(4-methylphenyl)methyl]-5-oxopyrrolidin-2-yl]acetamid